CC1=C(C=C2C=NN(C2=C1)C1OCCCC1)N 6-methyl-1-tetrahydropyran-2-yl-indazol-5-amine